4-(2-(4-(2-acetyl-5-chlorophenyl)-5-methoxy-2-oxopyridin-1(2H)-yl)propionylamino)benzoic acid C(C)(=O)C1=C(C=C(C=C1)Cl)C1=CC(N(C=C1OC)C(C(=O)NC1=CC=C(C(=O)O)C=C1)C)=O